CN1C(=NC(=C1)C(F)(F)F)C1=CC=C(CNC2CCOCC2)C=C1 N-(4-(1-methyl-4-(trifluoromethyl)-1H-imidazol-2-yl)benzyl)tetrahydro-2H-pyran-4-amine